OCC([C@H](C[C@H]1C(NCCC1)=O)NC([C@H](CC(C)(C)C)NC(C(=O)NC1=NC(=CC=C1)C(F)(F)F)=O)=O)=O N1-((S)-1-(((S)-4-hydroxy-3-oxo-1-((S)-2-oxopiperidin-3-yl)butan-2-yl)amino)-4,4-dimethyl-1-oxopentan-2-yl)-N2-(6-(trifluoromethyl)pyridin-2-yl)oxalamide